FC1=C(C(=C(C=C1OC)OC)F)N1C(N(C2=C(C1)C=NC(=C2)C=2C(=NN(C2)C)C)C2=CC(=CC=C2)OC)=O 3-(2,6-difluoro-3,5-dimethoxyphenyl)-7-(1,3-dimethyl-1H-pyrazol-4-yl)-1-(3-methoxyphenyl)-3,4-dihydropyrido[4,3-d]pyrimidin-2(1H)-one